C1=CC=CC=2C3=CC=CC=C3C(C12)COC(=O)N[C@H](C(=O)OC(C)(C)C)CC(=O)SCC tert-butyl (S)-2-((((9H-fluoren-9-yl)methoxy)carbonyl)amino)-4-(ethylthio)-4-oxobutanoate